BrC=1C=C(C=CC1)N(C1=NC(=NC2=CC(=C(C=C12)F)F)Cl)C N-(3-bromophenyl)-2-chloro-6,7-difluoro-N-methyl-quinazolin-4-amine